(3R)-N-(2-cyano-3-nitro-phenyl)-3-fluoro-pyrrolidine-1-sulfonamide C(#N)C1=C(C=CC=C1[N+](=O)[O-])NS(=O)(=O)N1C[C@@H](CC1)F